(S)-3-methyl-1,4-diazepane-1-carboxylic acid tert.butyl ester C(C)(C)(C)OC(=O)N1C[C@@H](NCCC1)C